ClC=1C=CC(=NC1)[C@@]1(OC2=C(O1)C=CC=C2N2CCN([C@H]1CC[C@@H]21)CC2=NC1=C(N2C[C@H]2OCC2)C=CC=C1)C 2-(((1S,6R)-5-((S)-2-(5-Chloropyridin-2-yl)-2-methylbenzo[d][1,3]dioxol-4-yl)-2,5-diazabicyclo[4.2.0]octan-2-yl)methyl)-1-(((S)-oxetan-2-yl)methyl)-1H-benzo[d]imidazole